C(C)C1=NC2=CC=C(C(=C2NC1=O)F)C(N1CCN(CC1)C=1C=CC(=NC1)C(=O)N)([2H])[2H] 5-(4-((2-Ethyl-5-fluoro-3-oxo-3,4-dihydroquinoxalin-6-yl)methyl-d2)piperazin-1-yl)Pyridinamide